CC(C)(COP(=O)([O-])OP(=O)([O-])OC[C@@H]1[C@H]([C@H]([C@@H](O1)N2C=NC3=C(N=CN=C32)N)O)OP(=O)([O-])[O-])[C@H](C(=O)NCCC(=O)NCCSC(=O)/C=C/CC(=O)[O-])O The molecule is pentaanion of trans-4-carboxybut-2-enoyl-CoA arising from deprotonation of phosphate, diphosphate and carboxylic acid functions. It is a conjugate base of a trans-4-carboxybut-2-enoyl-CoA.